thio-bis(diphenylsulfonium) hexafluorophosphate F[P-](F)(F)(F)(F)F.S([S+](C1=CC=CC=C1)C1=CC=CC=C1)[S+](C1=CC=CC=C1)C1=CC=CC=C1.F[P-](F)(F)(F)(F)F